FC1(C[C@H]([C@H](N(C1)C(=O)OCC1=CC=CC=C1)CO)C)F (2S,3R)-benzyl 5,5-difluoro-2-(hydroxymethyl)-3-methylpiperidine-1-carboxylate